6-(Cyclopropanecarboxamido)-4-((3-(1-cyclopropyl-1H-1,2,4-triazol-3-yl)-2-methoxyphenyl)amino)-N-(methyl-d3)nicotinamide C1(CC1)C(=O)NC1=NC=C(C(=O)NC([2H])([2H])[2H])C(=C1)NC1=C(C(=CC=C1)C1=NN(C=N1)C1CC1)OC